C(C)(C)(C)O[C@H](C(=O)O)C1=C(C2=C(N=C(S2)C=2C=C3C(=NN(C3=CC2)C)C2CCN(CC2)C2COC2)C=C1C)C1=CC=C(C=C1)Cl (S)-2-(tert-butoxy)-2-(7-(4-chlorophenyl)-5-methyl-2-(1-methyl-3-(1-(oxetan-3-yl)piperidin-4-yl)-1H-indazol-5-yl)benzo[d]thiazol-6-yl)acetic acid